[4,4'-bipyridine]-3,3'-dicarboxylic acid N1=CC(=C(C=C1)C1=C(C=NC=C1)C(=O)O)C(=O)O